(2S,4R)-N-(4-bromo-2-hydroxybenzyl)-4-hydroxy-1-(3-methyl-2-(3-methylisoxazol-5-yl)butanoyl)pyrrolidine-2-carboxamide BrC1=CC(=C(CNC(=O)[C@H]2N(C[C@@H](C2)O)C(C(C(C)C)C2=CC(=NO2)C)=O)C=C1)O